N-(2-(3,8-diazabicyclo[3.2.1]oct-3-yl)-5-fluoropyrimidin-4-yl)-1H-indazol-5-amine C12CN(CC(CC1)N2)C2=NC=C(C(=N2)NC=2C=C1C=NNC1=CC2)F